Br.C1(CC1)CC#N cyclopropylacetonitrile hydrobromide